The molecule is the methyl ester of indole-3-acetic acid. It has a role as an antineoplastic agent and a metabolite. It is a member of indoles and a methyl ester. It derives from an indole-3-acetic acid. COC(=O)CC1=CNC2=CC=CC=C21